CC=1CCCC(C1)C1=C(C=C(C=C1OP1(OCCC(O1)C1=CC=NC=C1)=O)CCCCC)OP1(OCCC(O1)C1=CC=NC=C1)=O 2-((5'-methyl-6-((2-oxido-4-(pyridin-4-yl)-1,3,2-dioxaphosphinan-2-yl)oxy)-4-pentyl-1',2',3',4'-tetrahydro-[1,1'-biphenyl]-2-yl)oxy)-4-(pyridin-4-yl)-1,3,2-dioxaphosphinane 2-oxide